C(#N)N1C[C@]2(CC2C1)NC(=O)C1=NNC(=C1)C1=C(C=CC=C1)OC1=CC=CC=C1 N-((1R)-3-cyano-3-azabicyclo[3.1.0]hexan-1-yl)-5-(2-phenoxyphenyl)-1H-pyrazole-3-carboxamide